ClC=1C=C(C=C(C1)Cl)C(CC(=O)C1=CC(=C(C(=O)[O-])C=C1)C)(C(F)(F)F)O 4-(3-(3,5-dichlorophenyl)-4,4,4-trifluoro-3-hydroxybutanoyl)-2-methylbenzoate